CN(CCCCC(=O)OC(CCC\C=C/CCCCC)C(CCC\C=C/CCCCC)CCC\C=C/CCCCC)C [(6Z,16Z)-12-[(Z)-dec-4-enyl]docosa-6,16-dien-11-yl] 5-(dimethylamino)pentanoate